C(#N)C[C@@H]1N(CCN(C1)C=1C2=C(N=C(N1)OCC1(CC1)CN1CCOCC1)CC1(OC2)CC2=CC=CC=C2C1)C(=O)OCC1=CC=CC=C1 Benzyl (S)-2-(cyanomethyl)-4-(2'-((1-(morpholinomethyl)cyclopropyl)methoxy)-1,3,5',8'-tetrahydrospiro[indene-2,7'-pyrano[4,3-d]pyrimidin]-4'-yl)piperazine-1-carboxylate